2-[6-bromo-4-(fluoromethyl)-1-oxo-3,4-dihydroisoquinolin-2-yl]-N-(5-fluoropyrimidin-2-yl)acetamide BrC=1C=C2C(CN(C(C2=CC1)=O)CC(=O)NC1=NC=C(C=N1)F)CF